3-(tert-butoxyphenylphosphinyl)-propionic acid tert-butyl ester C(C)(C)(C)OC(CCP(=O)(C1=CC=CC=C1)OC(C)(C)C)=O